FCCN1N=CC(=C1)C1=CN2C(S1)=C(C=N2)C(=O)O 2-(1-(2-fluoroethyl)-1H-pyrazol-4-yl)pyrazolo[5,1-b]thiazole-7-carboxylic acid